N-(2-methoxy-4-(1-methyl-1H-tetrazol-5-yl)phenyl)-6-methyl-8-(7-oxa-2-azaspiro[3.5]nonan-2-yl)pyrido[3,4-d]pyrimidin-2-amine COC1=C(C=CC(=C1)C1=NN=NN1C)NC=1N=CC2=C(N1)C(=NC(=C2)C)N2CC1(C2)CCOCC1